CC1=C(C(=C(C(=O)C2=CC=CC=C2)C=C1)OC)C dimethyl-2-methoxybenzophenone